3,3',4,5,5'-pentachlorobiphenyl ClC=1C=C(C=C(C1Cl)Cl)C1=CC(=CC(=C1)Cl)Cl